(2S,3R,4R,5S)-3,4,5-tris(benzyloxy)-2-(fluoromethyl)-1-((1-phenylpiperidin-4-yl)methyl)piperidine C(C1=CC=CC=C1)O[C@@H]1[C@H](N(C[C@@H]([C@H]1OCC1=CC=CC=C1)OCC1=CC=CC=C1)CC1CCN(CC1)C1=CC=CC=C1)CF